(chloroacetamido)-L-phenylalanine ClCC(=O)NN[C@@H](CC1=CC=CC=C1)C(=O)O